diundecylbenzenesulfonic acid C(CCCCCCCCCC)C=1C(=C(C=CC1)S(=O)(=O)O)CCCCCCCCCCC